ClC1=C2C=C(N(C2=CC=C1Cl)C=1C=NNC1)C(=O)NN 4,5-dichloro-1-(1H-pyrazol-4-yl)-1H-indole-2-carboxylic acid hydrazide